(Z)-N-(4-((5-(1-((tert-butyldimethylsilyl)oxy)-2,2,2-trifluoroethyl)-4-methoxy-1-methyl-1H-indazol-3-yl)amino)-5-(1-fluoroprop-1-en-1-yl)pyridin-2-yl)cyclopropanecarboxamide [Si](C)(C)(C(C)(C)C)OC(C(F)(F)F)C=1C(=C2C(=NN(C2=CC1)C)NC1=CC(=NC=C1/C(=C/C)/F)NC(=O)C1CC1)OC